(R)-4-(4-fluoro-3-(3-(pyridin-2-ylamino)pyrrolidine-1-carbonyl)benzyl)phthalazin-1(2H)-one FC1=C(C=C(CC2=NNC(C3=CC=CC=C23)=O)C=C1)C(=O)N1C[C@@H](CC1)NC1=NC=CC=C1